CC1=C(C=2N(C=C1C=1NC3=CC=C(C=C3C1C(C)C)C1CC3C(CN(C3)CC#N)C1)C=NN2)C 2-(5-(2-(7,8-Dimethyl-[1,2,4]triazolo[4,3-a]pyridin-6-yl)-3-isopropyl-1H-indol-5-yl)hexahydrocyclopenta[c]pyrrol-2(1H)-yl)acetonitril